FC1(CC1)CNC=1N=CC2=C(N1)NC=C2C2=CC=C1C(CC(OC1=C2)(C)C)=O 7-(2-(((1-fluorocyclopropyl)methyl)amino)-7H-pyrrolo[2,3-d]pyrimidin-5-yl)-2,2-dimethylchroman-4-one